oxo-dispiro[1,3-dioxacyclopentane-2,1'-cyclohexane-4',3''-indole]-1''-carboxylic acid tert-butyl ester C(C)(C)(C)OC(=O)N1CC2(C3=CC=CC=C13)CCC1(CC2)OCC(O1)=O